Butyl-butenylpiperidine C(CCC)C1N(CCCC1)C=CCC